(6R)-6-{[2-(5-bromofuran-2-yl)[1,2,4]triazolo[1,5-c]quinazolin-5-yl]amino}-1,4-diazepan-5-one BrC1=CC=C(O1)C1=NN2C(=NC=3C=CC=CC3C2=N1)N[C@H]1C(NCCNC1)=O